ClC=1C=C2C(=CC(N(C2=NC1C1=C(C=CC=C1)F)CC(C)(C)C)=O)C1=CCN(CC1)C(=O)OC(C)(C)C tert-Butyl 4-(6-chloro-7-(2-fluorophenyl)-1-neopentyl-2-oxo-1,2-dihydro-1,8-naphthyridin-4-yl)-5,6-dihydropyridine-1(2H)-carboxylate